C(C)C1=C(C=CC(=C1)N)N 2-ethyl-1,4-phenylenediamine